C(CCCCCCCCCCC)OS(=O)(=O)C=1C(=CC=CC1)S(=O)(=O)[O-].[Zn+2].C(CCCCCCCCCCC)OS(=O)(=O)C=1C(=CC=CC1)S(=O)(=O)[O-] zinc dodecylbenzenedisulfonate